2-Chloro-3-methoxybenzonitrile ClC1=C(C#N)C=CC=C1OC